FC1([C@@H](O[C@@H]([C@H]1O)CO)N1C(N=C(C=C1)N1C(C(CC1)C)=O)=O)F 1-((2R,4R,5R)-3,3-difluoro-4-hydroxy-5-(hydroxymethyl)tetrahydrofuran-2-yl)-4-(3-methyl-2-oxopyrrolidin-1-yl)pyrimidin-2(1H)-one